C12CNCCC2(C1)C1=C(NC2=NC=C3C(=C21)N(C(N3C)=O)C(C)C)C=3C=NN(C3)CC(C)(C)O 8-(3-Azabicyclo[4.1.0]heptan-6-yl)-7-(1-(2-hydroxy-2-methylpropyl)-1H-pyrazol-4-yl)-1-isopropyl-3-methyl-3,6-dihydroimidazo[4,5-d]pyrrolo[2,3-b]pyridin-2(1H)-one